N-(2-hydroxyethyl)-4-methyl-N-[2-(1-methylpyrazol-4-yl)-2-oxo-ethyl]benzenesulfonamide OCCN(S(=O)(=O)C1=CC=C(C=C1)C)CC(=O)C=1C=NN(C1)C